antimony manganese-niobium zinc-lead [Pb].[Zn].[Nb].[Mn].[Sb]